O1C(CCCC1)OCCOCC1=CC=2N(C=C1)C(=CN2)C(=O)OCC ethyl 7-((2-((tetrahydro-2H-pyran-2-yl)oxy)ethoxy)methyl)imidazo[1,2-a]pyridine-3-carboxylate